Cl[Sb-](Cl)(Cl)(Cl)(Cl)Cl.N1(N=NC2=C1C=CC=C2)C=[N+](C)C N-(1H-benzotriazol-1-ylmethylene)-N-methylmethanaminium hexachloroantimonate